2-(4-((4-(5-(hydroxymethyl)pyridin-2-yl)piperazin-1-yl)methyl)piperidin-1-yl)acetaldehyde OCC=1C=CC(=NC1)N1CCN(CC1)CC1CCN(CC1)CC=O